2-fluoro-5-(4-oxo-3,4-dihydro-phthalazin-1-ylmethyl)benzoic acid FC1=C(C(=O)O)C=C(C=C1)CC1=NNC(C2=CC=CC=C12)=O